ClC=1C=C(C=CC1OCCOC)C=1N(C=CN1)CC(C)C 2-[3-chloro-4-(2-methoxyethoxy)phenyl]-1-isobutylimidazole